C(C)(C)N1[C@@H](CN(C[C@@H]1C)C1=CC=C(C=C1)C1=NC2=CC(=CC(=C2C(N1)=O)OC)OC)C 2-(4-((3R,5S)-4-isopropyl-3,5-dimethylpiperazin-1-yl)phenyl)-5,7-dimethoxyquinazolin-4(3H)-one